ClC1=C(C(=CC=C1)OC)NC(=O)C=1C(=NC(=NC1)NC1=CC=C(C=C1)N1CCN(CC1)C)NC1CCC1 N-(2-chloro-6-methoxyphenyl)-4-(cyclobutylamino)-2-((4-(4-methylpiperazin-1-yl)phenyl)amino)pyrimidine-5-carboxamide